BrC=1C=C(C=C(C1)C)S(=O)(=O)N[C@@H]1CC[C@H](CC1)OC 3-bromo-5-methyl-N-[(trans)-4-methoxycyclohexyl]benzenesulfonamide